ClC1=CC=C(CC=2NC(C3=C(N2)CN(C3)C(=O)OC(C)(C)C)=O)C=C1 tert-Butyl 2-(4-chlorobenzyl)-4-oxo-3,4,5,7-tetrahydro-6H-pyrrolo[3,4-d]pyrimidine-6-carboxylate